CN(CCO)CCO N-methyl-bishydroxyethylamine